C1(CC(CCC1)C(=O)OCC(CCCC)CC)C(=O)OCC(CCCC)CC di(2-ethylhexyl) cyclohexane-1,3-dicarboxylate